ClC1=C(C=NN(C1=O)[C@@H]1CC[C@H](CC1)N1C(N(C2=C1C=CC=C2)CCO)=O)NC[C@H]2COCCC2 trans-1-[4-[5-chloro-6-oxo-4-[[(3S)-tetrahydropyran-3-yl]methylamino]pyridazin-1-yl]cyclohexyl]-3-(2-hydroxyethyl)benzimidazol-2-one